FC=1C=C(C=CC1)C1CO1 2-(3-fluorophenyl) ethylene oxide